1,4-dihydroxy-2-methylnaphthalene OC1=C(C=C(C2=CC=CC=C12)O)C